ClC=1C=C(C2=C(CC(O2)C=2C=C(/C(/N)=N/O)C=CC2)C1)Cl (Z)-3-(5,7-dichloro-2,3-dihydrobenzofuran-2-yl)-N'-hydroxybenzimidamide